OC1=C(C=CC=C1)C1=NC2=CC=CC=C2C(N1)=O 2-(2-hydroxyphenyl)quinazolin-4-one